OC(C)(C)C12CN(C(C1)C2)C2=CC(=NC(=N2)COC)N2N=CC1=CC=C(C=C21)[C@]2(CC21CC1)C#N |r| Racemic-1-(1-(6-(4-(2-hydroxypropan-2-yl)-2-azabicyclo[2.1.1]hexan-2-yl)-2-(methoxymethyl)pyrimidin-4-yl)-1H-indazol-6-yl)spiro[2.2]pentane-1-carbonitrile